N-(2,2,2-trifluoroethyl)-N-{4-[2,2,2-trifluoro-1-hydroxy-1-(trifluoromethyl)ethyl]phenyl}benzenesulfonamide FC(CN(S(=O)(=O)C1=CC=CC=C1)C1=CC=C(C=C1)C(C(F)(F)F)(C(F)(F)F)O)(F)F